4-(2',4'-dimethoxyphenyl-fluorenylmethoxycarbonyl-aminomethyl)-phenoxyacetamido-methylbenzhydrylamine COC1=C(C=CC(=C1)OC)C(C1=CC=C(OCC(=O)NN(C(C2=CC=CC=C2)C2=CC=CC=C2)C)C=C1)(N)C(=O)OCC1=CC=CC=2C3=CC=CC=C3CC12